Tert-butyl (R)-4-(4-(ethylsulfonyl) phenyl)-1,2,3-oxathiazolidine-3-carboxylate 2,2-dioxide C(C)S(=O)(=O)C1=CC=C(C=C1)[C@H]1N(S(OC1)(=O)=O)C(=O)OC(C)(C)C